Platinum(II) [bis(phenylpyridinyl)ethene] C1(=CC=CC=C1)C=1C(=NC=CC1)C=CC1=NC=CC=C1C1=CC=CC=C1.[Pt+2]